perfluorophenyl 7-cyclobutyl-2-((4-methoxybenzyl)oxy)-4-(methylamino)quinoline-3-carboxylate C1(CCC1)C1=CC=C2C(=C(C(=NC2=C1)OCC1=CC=C(C=C1)OC)C(=O)OC1=C(C(=C(C(=C1F)F)F)F)F)NC